BrC=1C2=C(C=3C(=NC(=NC3C1F)N1C[C@H](CC1)N(C)C)N[C@H]1C(N(CC1)C)=O)COC2 (R)-3-((6-Bromo-3-((S)-3-(dimethylamino)-pyrrolidin-1-yl)-5-fluoro-7,9-dihydrofuro-[3,4-f]quinazolin-1-yl)-amino)-1-methylpyrrolidin-2-one